C(=O)([O-])C(O)C(O)C(=O)[O-].[Ce+3].C(=O)([O-])C(O)C(O)C(=O)[O-].C(=O)([O-])C(O)C(O)C(=O)[O-].[Ce+3] Cerium tartrate